BrC1=CC=C2C(=NN(C2=C1)COCC[Si](C)(C)C)C1NC2C(N1)CN(C2)C(=O)OC(C)(C)C tert-butyl 2-(6-bromo-1-((2-(trimethylsilyl)ethoxy)methyl)-1H-indazol-3-yl)-3,4,6,6a-tetrahydropyrrolo[3,4-d]imidazole-5(1H)-carboxylate